Dipalmitoylaspartic acid C(CCCCCCCCCCCCCCC)(=O)N([C@@H](CC(=O)O)C(=O)O)C(CCCCCCCCCCCCCCC)=O